C1N(CC12CNC2)CCNC=2C=NC1=CC=C(C=C1C2)C=2N=CNC2C2=NC(=CC=C2)C N-[2-(2,6-diazaspiro[3.3]heptan-2-yl)ethyl]-6-[5-(6-methyl-2-pyridyl)-1H-imidazol-4-yl]quinolin-3-amine